1-(tert-butyl) 3-methyl 2-diazomalonate [N+](=[N-])=C(C(=O)OC(C)(C)C)C(=O)OC